6-((4-(((S)-2-hydroxy-1-phenylethyl)amino)-5-(1,3,4-oxadiazol-2-yl)pyrimidin-2-yl)amino)-3-methyl-4-methylene-3,4-dihydroisoquinolin-1(2H)-one OC[C@H](C1=CC=CC=C1)NC1=NC(=NC=C1C=1OC=NN1)NC=1C=C2C(C(NC(C2=CC1)=O)C)=C